4-acetoxy-1-cyclohexene C(C)(=O)OC1CC=CCC1